(5S)-N-[(S)-[3-fluoro-4-(propan-2-yl)phenyl](phenyl)methyl]-4-[2-(1H-1,2,3-triazol-5-yl)acetyl]-4-azaspiro[2.4]heptane-5-carboxamide FC=1C=C(C=CC1C(C)C)[C@@H](NC(=O)[C@H]1N(C2(CC2)CC1)C(CC1=CN=NN1)=O)C1=CC=CC=C1